methyl 3-cyano-α-cyanocinnamate C(#N)C=1C=C(C=C(C(=O)OC)C#N)C=CC1